9-(4-chloro-2-fluoro-phenyl)-7-[(2S,6R)-2-(1-cyclopropylpyrazol-4-yl)-6-methyl-morpholin-4-yl]-2,3-dimethyl-pyrimido[1,2-b]pyridazin-4-one ClC1=CC(=C(C=C1)C=1C=2N(N=C(C1)N1C[C@@H](O[C@@H](C1)C)C=1C=NN(C1)C1CC1)C(C(=C(N2)C)C)=O)F